(2-methylphenyl)-4-pentenoic acid CC1=C(C=CC=C1)C(C(=O)O)CC=C